FC=1C=C2/C(/C(NC2=CC1)=O)=C/C1=CC=C(C=C1)C=1N=NN(C1)C1=C(C=CC=C1)F (Z)-5-fluoro-3-(4-(1-(2-fluorophenyl)-1H-1,2,3-triazol-4-yl)benzylidene)indolin-2-one